(3R,4S)-4-{[1-(2,4-difluoro-phenyl)-1H-[1,2,3]triazole-4-carbonyl]-amino}-piperidine-1,3-dicarboxylic acid 1-tert-butyl ester 3-ethyl ester C(C)OC(=O)[C@@H]1CN(CC[C@@H]1NC(=O)C=1N=NN(C1)C1=C(C=C(C=C1)F)F)C(=O)OC(C)(C)C